OC1=C(C=CC(=C1)C)S(=O)(=O)CCC(=O)OC[C@@H](CCCC)CC |r| (RS)-2-Ethylhexyl 3-((2-hydroxy-4-methylphenyl)sulfonyl)propanoate